C1(CC1)OCCN(CCC(C(=O)O)NC(=O)C1(COC1)C1=CC=CC=C1)CCCCC1=NC=2NCCCC2C=C1 4-[2-(cyclopropoxy)ethyl-[4-(5,6,7,8-tetrahydro-1,8-naphthyridin-2-yl)butyl]amino]-2-[(3-phenyloxetane-3-carbonyl)amino]butanoic acid